ClC=1C=C(C=2N(N1)C(=NN2)C(C)C)NCC2=C(C=CC=C2)O 2-[[(6-chloro-3-isopropyl-[1,2,4]triazolo[4,3-b]pyridazin-8-yl)amino]methyl]phenol